1-Hydroxy-cyclohexylphenylketon OC1(CCCCC1)C1=C(C=CC=C1)C(=O)C1=C(C=CC=C1)C1(CCCCC1)O